2-[[[4-cyano-7-(5-isopropylthiazol-2-yl)-2,3-dihydrobenzofuran-5-yl]amino]methyl]prop-2-enoic acid C(#N)C1=C(C=C(C2=C1CCO2)C=2SC(=CN2)C(C)C)NCC(C(=O)O)=C